2-chloro-N-(6-(cyclopropylcarbamoyl)-5-(trifluoromethyl)pyridin-3-yl)-8,8-dimethyl-7,8-dihydro-6H-cyclopenta[e]pyrazolo[1,5-a]pyrimidine-6-carboxamide ClC1=NN2C(N=CC3=C2C(CC3C(=O)NC=3C=NC(=C(C3)C(F)(F)F)C(NC3CC3)=O)(C)C)=C1